3,5-diethyl-2-propyl-6H-pyran C(C)C1=C(OCC(=C1)CC)CCC